O1CCNC[C@@H](C1)O (S)-1,4-oxazepan-6-ol